N-(5-(((2S,4R)-4-((5-fluoro-6-methylpyridin-2-yl)oxy)-2-methylpyrrolidin-1-yl)methyl)thiazol-2-yl)acetamide FC=1C=CC(=NC1C)O[C@@H]1C[C@@H](N(C1)CC1=CN=C(S1)NC(C)=O)C